ClC=1C=C(C(=O)N2CC=3C(C[C@H]2C)=NN(C3C(=O)OCC)CCN[C@@H](C)C3=CC=C(C=C3)OC)C=CC1Cl Ethyl (6R)-5-(3,4-dichlorobenzoyl)-2-(2-{[(1S)-1-(4-methoxyphenyl)ethyl]amino}ethyl)-6-methyl-4,5,6,7-tetrahydro-2H-pyrazolo[4,3-c]pyridine-3-carboxylate